6-((3,5-dimethoxyphenyl)ethynyl)pyrazolo[1,5-a]pyridine-3-carbonitrile COC=1C=C(C=C(C1)OC)C#CC=1C=CC=2N(C1)N=CC2C#N